1'-ferrocenyl-acetic acid [CH-]1C=CC=C1.[C-]1(C=CC=C1)CC(=O)O.[Fe+2]